(S)-(2-(2-fluoropropan-2-yl)oxazol-5-yl)(4-(pyrazolo[1,5-a]pyridin-2-yl)-1,4,6,7-tetrahydro-5H-imidazo[4,5-c]pyridin-5-yl)methanone FC(C)(C)C=1OC(=CN1)C(=O)N1[C@@H](C2=C(CC1)NC=N2)C2=NN1C(C=CC=C1)=C2